FC1=NC(=CC=C1)C1COCC1 2-fluoro-6-(tetrahydrofuran-3-yl)pyridine